FC=1C=C(C=CC1)C=1C(=NN(C1C(=O)O)C=1SC(=C(N1)C1=CC=C(C=C1)C(F)(F)F)CCC(=O)NCCOC)C 4-(3-fluorophenyl)-1-(5-(3-((2-methoxyethyl)amino)-3-oxopropyl)-4-(4-(trifluoromethyl)phenyl)thiazol-2-yl)-3-methyl-1H-pyrazole-5-carboxylic acid